ClC1=C(C=NC(=C1)N1N=NC=C1)COC1=C(C=CC(=N1)C1=CC(=C(CC2=NC3=C(N2CCOC)C=C(C=C3)C(=O)O)C=C1F)F)F 2-(4-(6-((4-chloro-6-(1H-1,2,3-triazol-1-yl)pyridin-3-yl)methoxy)-5-fluoropyridin-2-yl)-2,5-difluorobenzyl)-1-(2-methoxyethyl)-1H-benzo[d]imidazole-6-carboxylic acid